4-(2,6-difluorobenzyl)-2-(4-((2-(3-hydroxypentan-3-yl)-4-methylthiazol-5-yl)oxy)phenyl)-2,4-dihydro-3H-1,2,4-triazol-3-one FC1=C(CN2C(N(N=C2)C2=CC=C(C=C2)OC2=C(N=C(S2)C(CC)(CC)O)C)=O)C(=CC=C1)F